C1(CC1)C1=CC(=NN1CC(=O)N1CCC(CC1)C1=CC(=NC=C1)C(=O)NC1CCCC2=CC=CC=C12)C(F)F 4-[1-[2-[5-cyclopropyl-3-difluoromethylpyrazol-1-yl]acetyl]-4-piperidinyl]-N-tetrahydronaphthalen-1-ylpyridine-2-carboxamide